8-[2-chloro-7-[8-ethyl-7-fluoro-3-(methoxymethoxy)-1-naphthyl]-8-fluoro-pyrido[4,3-d]pyrimidin-4-yl]-1,8-diazaspiro[3.5]nonan-2-one ClC=1N=C(C2=C(N1)C(=C(N=C2)C2=CC(=CC1=CC=C(C(=C21)CC)F)OCOC)F)N2CCCC1(CC(N1)=O)C2